(S)-4-(2-amino-2-phenylacetylamino)benzoic acid methyl ester COC(C1=CC=C(C=C1)NC([C@H](C1=CC=CC=C1)N)=O)=O